CC(CO)(C)OC1OCCCC1 2-methyl-2-(oxan-2-yloxy)propan-1-ol